C1(CCCCC1)CN1C(=NOC1=O)CC1=C(C=C(C=C1)Cl)Cl 4-(cyclohexylmethyl)-3-[(2,4-dichlorophenyl)methyl]-4,5-dihydro-1,2,4-oxadiazol-5-one